ClC=1C=C2C(=C(/C(/C2=CC1)=C/C1=CC(=CC=C1)OC1=CC=C(C=C1)OC)C)CC(=O)O (Z)-2-(5-chloro-1-(3-(4-methoxyphenoxy)benzylidene)-2-methyl-1H-inden-3-yl)acetic acid